C1(CC1)NS(=O)(=O)NC1=NN2C(N=CC=C2)=C1C(=O)N[C@H](C)C=1N(C(C=2C(=CC=C3C2C1C(N3C)=O)C#C)=O)C3=CC=CC=C3 (R)-2-((N-cyclopropylsulfamoyl)amino)-N-(1-(6-ethynyl-1-methyl-2,5-dioxo-4-phenyl-1,2,4,5-tetrahydropyrrolo[4,3,2-de]isoquinolin-3-yl)ethyl)pyrazolo[1,5-a]pyrimidine-3-carboxamide